FC1=CC=C(C=C1)[C@H](C)N (S)-1-(4-fluorophenyl)ethane-1-amine